ClC1=C(C=NN1)C1=CC=C2C(=CN(C2=C1)CC1N(CC1)C)C(=O)C1COC2=CC=C(C=C2C1)OC [6-(5-Chloro-1H-pyrazol-4-yl)-1-[[(1R)-1-methylazetidin-2-yl]methyl]indol-3-yl]-(6-methoxychroman-3-yl)methanone